CC1(OB(OC1(C)C)C1=CC=C(C=C1)C=1C(=NN(N1)COCC[Si](C)(C)C)C(=O)OCC)C ethyl 5-(4-(4,4,5,5-tetramethyl-1,3,2-dioxaborolan-2-yl)phenyl)-2-((2-(trimethylsilyl)ethoxy)methyl)-2H-1,2,3-triazole-4-carboxylate